(rac)-(2S,3R)-1-(7-(1-(1-methylpiperidin-4-yl)-1H-pyrazol-4-yl)quinazolin-4-yl)-2-phenylazetidin-3-ol CN1CCC(CC1)N1N=CC(=C1)C1=CC=C2C(=NC=NC2=C1)N1[C@H]([C@@H](C1)O)C1=CC=CC=C1 |r|